2-amino-3-methyl-5-(2-methyl-4-(6-(trifluoromethyl)quinazolin-2-yl)phenyl)-6,7-dihydropyrazolo[1,5-a]pyrazin-4(5H)-one NC1=NN2C(C(N(CC2)C2=C(C=C(C=C2)C2=NC3=CC=C(C=C3C=N2)C(F)(F)F)C)=O)=C1C